C(C)NS(=O)(=O)C1=CC(=CC=C1)OC[C@H](CNC1COC2(C1)CCN(CC2)S(=O)(=O)C2=CC=1CCCCC1C=C2)O N-ethyl-3-((2S)-2-hydroxy-3-(8-(5,6,7,8-tetrahydronaphthalen-2-ylsulfonyl)-1-oxa-8-azaspiro[4.5]dec-3-ylamino)propoxy)benzenesulfonamide